FC(C=1C=C(C=C(C1)C(F)(F)F)C1=NN(C=N1)\C=C/C(=O)N(CC=1C=NC(=NC1)C)C)(F)F (Z)-3-(3-(3,5-bis(trifluoromethyl)phenyl)-1H-1,2,4-triazol-1-yl)-N-methyl-N-((2-methylpyrimidin-5-yl)methyl)acrylamide